4-dimethylamino-2'-hydroxy-4'-methoxy-5'-(piperidin-1-yl)methyl-chalcone CN(C1=CC=C(C=C1)\C=C\C(=O)C1=C(C=C(C(=C1)CN1CCCCC1)OC)O)C